O1CCNC2=C1C=CC=C2 Benzomorpholine